[Te-2].[Tl+].[Tl+] thallium telluride